C1(=CC=CC=C1)C1(CC1)C(=N)N 1-phenylcyclopropanecarboxamidine